1-(2-(2,6-Dioxopiperidin-3-yl)-1,3-dioxoisoindolin-5-yl)piperidine-3-carbaldehyde O=C1NC(CCC1N1C(C2=CC=C(C=C2C1=O)N1CC(CCC1)C=O)=O)=O